Tert-butyl (2-((3-methoxyphenyl)amino)-6-(phenylcarbamoyl)pyridin-4-yl)carbamate COC=1C=C(C=CC1)NC1=NC(=CC(=C1)NC(OC(C)(C)C)=O)C(NC1=CC=CC=C1)=O